CC(CCCC(CN=C=O)C)N=C=O 1,5-dimethylhexamethylene diisocyanate